CN(N)CCN(\N=N\N(C)CCN(N)C)C (E)-1,4-bis(2-(1-methylhydrazinyl)ethyl)-1,4-dimethyltetrazene